2-(4-pentenyl)serine C(CCC=C)[C@](N)(CO)C(=O)O